Cyclopentadienyl-cobalt C1(C=CC=C1)[Co]